2-[4-(4-Acetylpiperazin-1-yl)phenyl]-6-chloro-N-[1-(1-methylethyl)piperidin-4-yl]-3H-imidazo[4,5-b]pyridin-7-amine C(C)(=O)N1CCN(CC1)C1=CC=C(C=C1)C1=NC=2C(=NC=C(C2NC2CCN(CC2)C(C)C)Cl)N1